N(=C=O)C(C)(C)C1=CC(=CC=C1)C(C)(C)N=C=O 1,3-bis(2-isocyanatopropan-2-yl)benzene